rac-(Z,1R,3R,4S)-N-[(2,4-dimethoxyphenyl)methyl]-3-methyl-3-phenyl-norbornan-2-imine COC1=C(C=CC(=C1)OC)C\N=C/1\[C@@H]2CC[C@H]([C@@]1(C1=CC=CC=C1)C)C2 |r|